FC=1C(=NC=C(C1)F)NC1=CN=C2C(=N1)N(N(C2I)[2H])C2OCCCC2 N-(3,5-difluoropyridin-2-yl)-3-iodo-1-(tetrahydro-2H-pyran-2-yl)-1H-pyrazolo[3,4-b]pyrazin-6-amine-2-d